N-(1-benzyl-6-(6-chloropyridin-3-yl)-1H-pyrido[3,4-d]pyrimidin-4-yl)-5-nitrothiophene-2-carboxamide C(C1=CC=CC=C1)N1CN=C(C2=C1C=NC(=C2)C=2C=NC(=CC2)Cl)NC(=O)C=2SC(=CC2)[N+](=O)[O-]